1-((cyclopropylmethyl)sulfinyl)-N,N-diethylmethanamide C1(CC1)CS(=O)C(=O)N(CC)CC